ClC=1C=C2C(OCCOC3=CC=CC=C3C=3C(=CC(=C(NS(C(C1O)=C2)(=O)=O)C3)F)F)=O 15-chloro-21,23-difluoro-16-hydroxy-8,11-dioxa-18lambda6-thia-19-azatetracyclo[18.3.1.113,17.02,7]pentacosa-1(24),2,4,6,13,15,17(25),20,22-nonaene-12,18,18-trione